sodium iron phosphate pyrophosphate sodium [Na+].[O-]P([O-])(=O)OP(=O)([O-])[O-].P(=O)(O)(O)O.[Fe+2].[Na+]